bis-aminonorbornane NC1C2(CCC(C1)C2)N